4-bromo-6-(difluoromethyl)isoquinoline BrC1=CN=CC2=CC=C(C=C12)C(F)F